4-((2-methyloctahydrocyclopenta[c]pyrrol-5-yl)oxy)-3-(trifluoromethyl)aniline CN1CC2C(C1)CC(C2)OC2=C(C=C(N)C=C2)C(F)(F)F